6-chloro-3-iodo-1H-pyrrolo[2,3-b]Pyridine ClC1=CC=C2C(=N1)NC=C2I